2-hydroxy-4-(N-isobutyl-[1,1'-biphenyl]-4-ylsulfonamido)benzoic acid OC1=C(C(=O)O)C=CC(=C1)N(S(=O)(=O)C1=CC=C(C=C1)C1=CC=CC=C1)CC(C)C